C(C)C(COC(CCCCC(CN(CCCCSSCCN1CCN(CC1)CCOC(CCCN(CC(CCCCCCC(=O)OCCCC)O)CC(CCCCCCC(=O)OCCCC)O)=O)CC(CCCCC(OCC(CC)CC)=O)O)O)=O)CC Dibutyl 9,9'-((4-(2-(4-(2-((4-(bis(7-(2-ethylbutoxy)-2-hydroxy-7-oxoheptyl)amino)butyl)disulfaneyl)ethyl)piperazin-1-yl)ethoxy)-4-oxobutyl)azanediyl)bis(8-hydroxynonanoate)